N1(CCOCC1)C1=CC2=C(N=N1)C=NC(N2)=O 3-(morpholin-4-yl)pyrimido[5,4-c]pyridazin-6(5H)-one